2-((cis)-4-(((S)-5-(ethoxycarbonyl)-6-(3-fluoro-2-methylphenyl)-2-(thiazol-2-yl)-3,6-dihydropyrimidin-4-yl)methyl)-6,6-difluorohexahydropyrrolo-[3,2-b]pyrrol-1(2H)-yl)acetic acid C(C)OC(=O)C1=C(NC(=N[C@H]1C1=C(C(=CC=C1)F)C)C=1SC=CN1)CN1CC([C@@H]2N(CC[C@@H]21)CC(=O)O)(F)F